(2s,4s)-2-(4-(4-chlorophenyl)-4-ethylpiperidine-1-carbonyl)-7-oxa-5-azaspiro[3.4]octan-6-one ClC1=CC=C(C=C1)C1(CCN(CC1)C(=O)C1CC2(C1)NC(OC2)=O)CC